ClC=1C(=NC=CC1)C(=O)NC1(CCN(CC1)C1=NC=C(N=C1)C=1C=2N(C=C(C1)OCC)N=CC2C#N)C 3-chloro-N-(1-(5-(3-cyano-6-ethoxypyrazolo[1,5-a]pyridin-4-yl)pyrazin-2-yl)-4-methylpiperidin-4-yl)picolinamide